COC(=O)C=1C(C=C2N(N(CC3=CC(=C(C=C23)O)OCCC2CC2)C(C)C)C1)=O 9-(2-Cyclopropylethoxy)-10-hydroxy-6-isopropyl-2-oxo-6,7-dihydro-2H-pyrido[2,1-a]Phthalazine-3-carboxylic acid methyl ester